4-[(3-Aminopropylamino)methyl]-N-[4-[4-[4-(trifluoromethyl)-2-pyridyl]piperazin-1-yl]sulfonylphenyl]benzamide NCCCNCC1=CC=C(C(=O)NC2=CC=C(C=C2)S(=O)(=O)N2CCN(CC2)C2=NC=CC(=C2)C(F)(F)F)C=C1